ClC1=CC(=C(COC2=CC=CC(=N2)C23CCN(CC3C2)C(=O)OC(C)(C)C)C=C1)F Tert-butyl 6-(6-((4-chloro-2-fluorobenzyl) oxy) pyridin-2-yl)-3-azabicyclo[4.1.0]heptane-3-carboxylate